C(CC)NC1=CC=C(C=C1)N N-(n-propyl)-p-phenylenediamine